ketoglutaric acid disodium salt hydrate O.[Na+].[Na+].O=C(C(=O)[O-])CCC(=O)[O-]